2-(5-bromo-2-hydroxyphenyl)imidazole BrC=1C=CC(=C(C1)C=1NC=CN1)O